(S)-4-(1-methyl-1H-pyrazol-4-yl)piperidin-2-yl-benzoic acid methyl ester COC(C1=C(C=CC=C1)[C@H]1NCCC(C1)C=1C=NN(C1)C)=O